OC1=C(C(=O)NCCC2=CNC3=CC(=CC=C23)C)C=CC(=C1)C 2-hydroxy-4-methyl-N-(2-(6-methyl-1H-indol-3-yl)ethyl)benzamide